cyclopentyl-(3-nitrophenyl)methanone C1(CCCC1)C(=O)C1=CC(=CC=C1)[N+](=O)[O-]